potassium nickel tetracyanide monohydrate O.[Ni](C#N)(C#N)(C#N)C#N.[K]